[1-13C]valine N[C@@H](C(C)C)[13C](=O)O